2-(2,2-difluoroethoxy)-7-methyl-8-[4-(pyrrolidine-1-carbonyl)phenyl]-3H-pyrazolo[1,5-a][1,3,5]triazin-4-one FC(COC1=NC=2N(C(N1)=O)N=C(C2C2=CC=C(C=C2)C(=O)N2CCCC2)C)F